COC([C@H](C)OC1=C(C=C(C=C1)F)C1=NOCC1OCC)=O (2S)-2-[4-fluoro-2-(4-ethoxy-4,5-dihydroisoxazol-3-yl)phenoxy]propionic acid methyl ester